[Cu-]=O.[Pd+2].[Cu-]=O Palladium cuprous oxide